[NH4+].[K+] potassium, ammonium salt